BrCCCCC1CC(CCC1)CCCCBr 1,3-bis(4-bromobutyl)cyclohexane